(1S,9S)-1-amino-9-ethyl-5-fluoro-9-hydroxy-4-methyl-1,2,3,9,12,15-hexahydro-10H,13H-benzo[de]pyrano[3',4':6,7]indolizino[1,2-b]quinoline-10,13-dione N[C@H]1CCC=2C=3C1=C1C(=NC3C=C(C2C)F)C2=CC3=C(C(N2C1)=O)COC([C@]3(O)CC)=O